(1S,2R)-2-((S)-8-((1-Methyl-1H-benzo[d][1,2,3]triazol-5-yl)methoxy)-1-((1-oxoisoindolin-2-yl)methyl)-1,2,3,4-tetrahydroisochinolin-2-carbonyl)cyclohexan CN1N=NC2=C1C=CC(=C2)COC=2C=CC=C1CCN([C@@H](C21)CN2C(C1=CC=CC=C1C2)=O)C(=O)C2CCCCC2